tert-butyl 4-(6-(((5-(3,4-difluorophenyl)-7H-pyrrolo[2,3-d]pyrimidin-4-yl)amino)methyl)pyridin-2-yl)piperazine-1-carboxylate FC=1C=C(C=CC1F)C1=CNC=2N=CN=C(C21)NCC2=CC=CC(=N2)N2CCN(CC2)C(=O)OC(C)(C)C